tert-butyl (5-((6-(4-fluorophenyl)-3-nitropyridin-2-yl)amino)pyridin-2-yl)carbamate FC1=CC=C(C=C1)C1=CC=C(C(=N1)NC=1C=CC(=NC1)NC(OC(C)(C)C)=O)[N+](=O)[O-]